NCC1=CC(=C(C=C1)NC(=O)C1=CC2=C(OCCC3=C2SC=C3)C=C1C=1C(=NC(=CC1)C(NC1CCCCCC1)=O)C(=O)O)C 3-(9-((4-(aminomethyl)-2-methylphenyl)carbamoyl)-4,5-dihydrobenzo[b]thieno[2,3-d]oxepin-8-yl)-6-(cycloheptylcarbamoyl)picolinic acid